C(C(=O)O)(=O)O.C(C)O.C(C)O diethanol oxalate